dicarboxy-methylethylenediamine sodium [Na].C(=O)(O)N(CCNC)C(=O)O